N-(2-(4,4-difluoropiperidin-1-yl)-6-methylpyrimidin-4-yl)-1-((2-hydroxyethyl)sulfonyl)-6-(6-azaspiro[2.5]octan-6-yl)indoline-5-carboxamide FC1(CCN(CC1)C1=NC(=CC(=N1)NC(=O)C=1C=C2CCN(C2=CC1N1CCC2(CC2)CC1)S(=O)(=O)CCO)C)F